(1-(2-(aminomethyl)-3-fluoroallyl)indolin-5-yl)(pyrrolidin-1-yl)methanone hydrochloride Cl.NCC(CN1CCC2=CC(=CC=C12)C(=O)N1CCCC1)=CF